N[C@H]1CN(CC1)C(=O)C1CCN(CC1)C(=O)C1=C(C=C(C=C1)NC(=O)C=1N(C(=CN1)C1=C(C(=C(C=C1)OCC#N)F)F)C)Cl N-[4-[4-[(3R)-3-aminopyrrolidine-1-carbonyl]piperidine-1-carbonyl]-3-chloro-phenyl]-5-[4-(cyanomethoxy)-2,3-difluoro-phenyl]-1-methyl-imidazole-2-carboxamide